C(=O)(O)CCC(=O)OCN1C(N(SC1NC(C1=CC=C(C=C1)Cl)=O)CC1=CC=C(C=C1)Cl)=O 3-carboxy-1-{[5-(4-chlorobenzoylamino)-2-[(4-chlorophenyl)methyl]-3-oxo-1,2,4-thiadiazolidin-4-yl]methoxy}-1-oxopropane